CC1=NC(=NC(=C1)C)N1C[C@@H]2[C@H](C1)CN(C2)C(=O)C=2C(=CN1C=CC=CC21)C2=C(C=CC=C2)F ((3aR,6aS)-5-(4,6-dimethylpyrimidin-2-yl)hexahydropyrrolo[3,4-c]pyrrol-2(1H)-yl)(2-(2-fluorophenyl)indolizine-1-yl)methanone